(±)-tert-butyl 3-(trifluoromethylsulfonyloxy)-8-azabicyclo[3.2.1]oct-3-ene-8-carboxylate FC(S(=O)(=O)OC=1CC2CCC(C1)N2C(=O)OC(C)(C)C)(F)F